C(CCCCCCCCCCCCCCCCC)OC(C1=CC(=C(C(=C1)C(C)(C)C)O)C(C)(C)C)=O n-octadecyl-3,5-di-tert-butyl-4-hydroxybenzoate